(3R,5S)-1-(8-chloroquinolin-5-yl)-5-methylpiperidin-3-amine ClC=1C=CC(=C2C=CC=NC12)N1C[C@@H](C[C@@H](C1)C)N